OCC(CO)(CO)C(C(=O)N)=C [tris(hydroxymethyl)-methyl]acryl-amide